ON(C(CN1CC(N(CC1)C)=O)=O)CC1=C(C=C(C=C1)NC1=CC=C(C=C1)N1CCCCC1)C(F)(F)F N-hydroxy-2-(4-methyl-3-oxopiperazin-1-yl)-N-(4-((4-(piperidin-1-yl)phenyl)amino)-2-(trifluoromethyl)benzyl)acetamide